2-(2,4-difluorophenyl)-1-(4-((4-(4-methoxyphenoxy)phenyl)amino)piperidin-1-yl)-3-(1H-1,2,4-triazol-1-yl)propan-2-ol FC1=C(C=CC(=C1)F)C(CN1CCC(CC1)NC1=CC=C(C=C1)OC1=CC=C(C=C1)OC)(CN1N=CN=C1)O